1-(2-(4-(((tert-butyldimethylsilyl)oxy)methyl)phenyl)propan-2-yl)piperazine [Si](C)(C)(C(C)(C)C)OCC1=CC=C(C=C1)C(C)(C)N1CCNCC1